CC1(CCC(CC1)=CCC1OCC=CCO1)C 2-(2-(4,4-dimethylcyclohexylidene)ethyl)-4,7-dihydro-1,3-dioxepine